ClC1=C(C=C(C=C1)C=1C=NN(C1)C1=C(C(=NN1C)OS(=O)(=O)C(C(F)(F)F)(C(F)(F)F)F)C(F)(F)F)C(N(CC#N)C1(CC1)C#N)=O [5-[4-[4-chloro-3-[(1-cyanocyclopropyl)-(cyanomethyl)carbamoyl]phenyl] pyrazol-1-yl]-1-methyl-4-(trifluoromethyl)pyrazol-3-yl]1,1,1,2,3,3,3-heptafluoropropane-2-sulfonate